NC(C=1C=CC(NC1)=O)C1=C(C=C(C(=C1)Cl)Cl)O 5-[amino(4,5-dichloro-2-hydroxyphenyl)methyl]-1,2-dihydropyridin-2-one